1-methyl-4-pentenyldimethylethoxysilane CC(CCC=C)[Si](OCC)(C)C